NC(CCC(=O)O)(C)C 4-AMINO-4-METHYLPENTANOIC ACID